(S)-1'-(8-(2,3-dichlorophenyl)-7H-purin-2-yl)-1,3-dihydrospiro[inden-2,4'-piperidin]-1-amine ClC1=C(C=CC=C1Cl)C1=NC2=NC(=NC=C2N1)N1CCC2(CC1)[C@@H](C1=CC=CC=C1C2)N